ClC1=CC=C(C=C1)CCN 2-(4-chlorophenyl)ethylamine